γ-(2-aminoethyl)-3-aminopropylmethyldimethoxysilane NCCC(CC[Si](OC)(OC)C)N